ClC1=CC2=C(C=N1)CNC2=O 6-chloro-2,3-dihydropyrrolo[3,4-c]pyridin-1-one